N,N,N',N'-tetramethyl-1,3-phenylenediamine CN(C1=CC(=CC=C1)N(C)C)C